C(C)(C)(C)OC(=O)N1CC(C1)[C@@H]1CN(CCC1)C1COC1 (R)-3-(1-(oxetane-3-yl)piperidin-3-yl)azetidine-1-carboxylic acid tert-butyl ester